C1(=NN=C2N1C1=C(CCC2)C=CC=C1)C1=CC=CC(=N1)N1CC=2C(=NC(=CC2C1=O)N(C)C(C)C)COC(NC)=O ((2-(6-(5,6-dihydro-4H-benzo[f][1,2,4]triazolo[4,3-a]azepin-1-yl)pyridin-2-yl)-6-(isopropyl(methyl)amino)-1-oxo-2,3-dihydro-1H-pyrrolo[3,4-c]pyridin-4-yl)methyl)(methyl)carbamate